C(CCCCCCCCCCCCCCCCC)OC=1C=C(C(=O)OCC(=O)O[C@@]2(C[C@@H](O[C@@H]2COC(C2=CC=C(C=C2)OC)(C2=CC=C(C=C2)OC)C2=CC=CC=C2)N2C(=O)NC(=O)C(C)=C2)O)C=C(C1OCCCCCCCCCCCCCCCCCC)OCCCCCCCCCCCCCCCCCC 5'-O-(4,4'-Dimethoxytrityl)Thymidine-3'-Yl 2-((3,4,5-Tris(Octadecyloxy)Benzoyl)Oxy)Acetate